C(#N)C1=CC=C(CNC(=O)C2=NN(C=3C(N(CCC32)CC3(CC3)S(=O)(=O)C3(CC3)CCO)=O)C)C=C1 N-(4-Cyanobenzyl)-6-((1-((1-(2-hydroxyethyl)cyclopropyl)sulfonyl)cyclopropyl)methyl)-1-methyl-7-oxo-4,5,6,7-tetrahydro-1H-pyrazolo[3,4-c]pyridine-3-carboxamide